3H-benzo[b]pyrimido[4,5-e][1,4]oxazin-2(10H)-one N=1C(NC=C2C1NC1=C(O2)C=CC=C1)=O